N-[3-[(2R)-1-[2-(6-ethoxypyrazin-2-yl)-1,3-thiazole-5-carbonyl]pyrrolidin-2-yl]phenyl]-1,1-difluoromethanesulfonamide C(C)OC1=CN=CC(=N1)C=1SC(=CN1)C(=O)N1[C@H](CCC1)C=1C=C(C=CC1)NS(=O)(=O)C(F)F